C(C)(=O)C=1C=CC(=C(C1)CC(=O)N[C@@H](CC(C)C)C(=O)OC)OC methyl (2-(5-acetyl-2-methoxyphenyl)acetyl)-L-leucinate